5-((4,4-difluorocyclohexyl)methyl)-2,2-dimethyl-4H-benzo[d][1,3]dioxin FC1(CCC(CC1)CC1=CC=CC=2OC(OCC21)(C)C)F